(R)-3-((3-nitropyridin-2-yl)amino)pyrrolidine-1-carboxylic acid tert-butyl ester C(C)(C)(C)OC(=O)N1C[C@@H](CC1)NC1=NC=CC=C1[N+](=O)[O-]